di(2-hexyl decyl) succinate C(CCC(=O)OCC(CCCCCCCC)CCCCCC)(=O)OCC(CCCCCCCC)CCCCCC